(1-(4-cyclobutyl-3-(5-(2-methoxyethyl)-4H-1,2,4-triazol-3-yl)benzoyl)-4-fluoropiperidin-4-yl)benzonitrile C1(CCC1)C1=C(C=C(C(=O)N2CCC(CC2)(F)C2=C(C#N)C=CC=C2)C=C1)C1=NN=C(N1)CCOC